3,6-bis(4-amino-2-trifluoromethyl-cyclohexyl-oxy)cyclohexane NC1CC(C(CC1)OC1CCC(CC1)OC1C(CC(CC1)N)C(F)(F)F)C(F)(F)F